sodium 2-amino-5-hydroxy-6-((4-aminophenyl) diazenyl)-7-sulfonaphthalene-1-sulfonate NC1=C(C2=CC(=C(C(=C2C=C1)O)N=NC1=CC=C(C=C1)N)S(=O)(=O)O)S(=O)(=O)[O-].[Na+]